(3-Fluorobenzyl)-2,4,5,6-tetrahydropyrrolo[3,4-c]pyrazole FC=1C=C(CN2N=C3C(=C2)CNC3)C=CC1